ClC1=CC=C(N=N1)C1=CC=C(C=2N=CSC21)C=2C=NN(C2)C2OCCCC2 7-(6-chloropyridazin-3-yl)-4-[1-(oxan-2-yl)pyrazol-4-yl]1,3-benzothiazole